FC1=C2C=CNC2=CC(=C1OC=1C=CC(=C(C1)C=1NC(=CN1)C(COC)(COC)C=1C=C(C=CC1)CCC(=O)O)F)F 3-(3-(2-(2-(5-((4,6-Difluoro-1H-indol-5-yl)oxy)-2-fluorophenyl)-1H-imidazol-5-yl)-1,3-dimethoxyprop-2-yl)phenyl)propanoic acid